O=C1C2=C(NCC3N1CCC3)C=CC=C2 5-oxo-2,3,11,11a-tetrahydro-1H-benzo[e]pyrrolo[1,2-a][1,4]diazepin